N-[9-[(2R,3R,4S)-3,4-dihydroxy-5,5-bis(hydroxymethyl)tetrahydrofuran-2-yl]-6-oxo-1H-purin-2-yl]-2-methyl-propionamide O[C@H]1[C@@H](OC([C@H]1O)(CO)CO)N1C=2N=C(NC(C2N=C1)=O)NC(C(C)C)=O